FC1=C(C2=C(C(=C(C(=C2C(=C1F)F)F)F)F)F)[B-](C1=C(C(=C(C2=C(C(=C(C(=C12)F)F)F)F)F)F)F)(C1=C(C(=C(C2=C(C(=C(C(=C12)F)F)F)F)F)F)F)C1=C(C(=C(C2=C(C(=C(C(=C12)F)F)F)F)F)F)F.C(C)[NH+](C1=CC=CC=C1)CC N,N-Diethyl-anilinium tetrakis(perfluoronaphthyl)borat